(1S,3S)-3-((6-(5-((((3,3-difluorobutoxy)carbonyl)amino)methyl)-1-methyl-1H-1,2,3-triazol-4-yl)-2-methylpyridin-3-yl)oxy)cyclohexane-1-carboxylic acid FC(CCOC(=O)NCC1=C(N=NN1C)C1=CC=C(C(=N1)C)O[C@@H]1C[C@H](CCC1)C(=O)O)(C)F